2-chloro(fluoro)-3-chloro-5-trifluoromethylpyridine ClC1=NC=C(C(=C1Cl)F)C(F)(F)F